N-(2,4-difluoro-3-(5-o-tolyl-1H-pyrazolo[3,4-b]pyridine-3-carbonyl)-phenyl)propane-1-sulfonamide FC1=C(C=CC(=C1C(=O)C1=NNC2=NC=C(C=C21)C2=C(C=CC=C2)C)F)NS(=O)(=O)CCC